C(OCC1=CC=C(C=C1)NC([C@H](C)NC([C@H](C(C)C)NC(CCCC1CCN(CC1)CCOCCOCCOCCOCCOCCOCCOCCOCCN=[N+]=[N-])=O)=O)=O)(OC1=CC=C(C=C1)[N+](=O)[O-])=O (4-((S)-2-((S)-2-(4-(1-(26-azido-3,6,9,12,15,18,21,24-octaoxahexacosanyl)piperidin-4-yl)butyramido)-3-methylbutyramido) propionamido)benzyl) (4-nitrophenyl) carbonate